6,8-bis(trifluoromethyl)quinolin-4-amine FC(C=1C=C2C(=CC=NC2=C(C1)C(F)(F)F)N)(F)F